FC(C1=NN(C=C1[N+](=O)[O-])C1CCC(CC1)COCC(=O)OCC)F 2-Ethyl 2-[[4-[3-(difluoromethyl)-4-nitro-pyrazol-1-yl] cyclohexyl]methoxy]acetate